2-chloro-3-(dimethylphosphoryl)thiophenol potassium [K].ClC1=C(C=CC=C1P(=O)(C)C)S